C(CCCCCCC)(=O)SC[C@H](N)C(=O)O S-Octanoyl-Cysteine